tert-Butyl (4-(4-amino-7-(1-(2-cyanoethyl)-1H-pyrazol-4-yl)pyrrolo[2,1-F][1,2,4]triazin-5-yl)-2-methoxyphenyl)carbamate NC1=NC=NN2C1=C(C=C2C=2C=NN(C2)CCC#N)C2=CC(=C(C=C2)NC(OC(C)(C)C)=O)OC